C(C)(=O)O.C(C)(=O)O.OCCNCCN hydroxyethyl ethylenediamine diacetate